C(C)(C)C1CN(CCO1)C(=O)NC1=CC(=CC=C1)[C@H](C)SC1=NN=CN1C 2-isopropyl-N-(3-((S)-1-((4-methyl-4H-1,2,4-triazol-3-yl)sulfanyl)ethyl)phenyl)morpholine-4-carboxamide